1,6-heptadiyne C#CCCCC#C